6-((6-bromo-1-((4-chloro-1-methyl-1H-pyrazol-5-yl)methyl)-1-methyl-3-oxoisoindolin-2-yl)methyl)benzo[d]oxazol-2(3H)-one BrC1=CC=C2C(N(C(C2=C1)(C)CC1=C(C=NN1C)Cl)CC1=CC2=C(NC(O2)=O)C=C1)=O